(6-bromo-2-naphthyl)-(4,4-difluoro-1-piperidyl)methanone BrC=1C=C2C=CC(=CC2=CC1)C(=O)N1CCC(CC1)(F)F